C(C(C)(C)C)(=O)NC=1C=CC(=NC1)C(=O)NC=1SC=C(N1)C1=NC=CC=C1 5-pivalamido-N-(4-(pyridin-2-yl)thiazol-2-yl)picolinamide